(E)-ethyl(2-cyano-2-((4-((1-(4-methoxybenzyl)-5-(1-methylcyclopentyl)-6-oxo-1,6-dihydropyridazin-3-yl)methyl)-3,5-dimethylphenyl)azo)acetyl)carbamate C(C)OC(NC(C(/N=N/C1=CC(=C(C(=C1)C)CC1=NN(C(C(=C1)C1(CCCC1)C)=O)CC1=CC=C(C=C1)OC)C)C#N)=O)=O